CCC(C)/C(=N/OS(=O)(=O)O)/S[C@H]1[C@@H]([C@H]([C@@H]([C@H](O1)CO)O)O)O The molecule is an alkylglucosinolic acid that consists of 1-thio-beta-D-glucopyranose attached to a 2-methyl-N-(sulfooxy)butanimidoyl group at the anomeric sulfur. It is a conjugate acid of a glucocochlearin(1-).